(12E)-12,14-pentadecadien-1-ol C(CCCCCCCCCC\C=C\C=C)O